(Z)-(4-fluorophenyl)-2-methoxy-ethanone oxime FC1=CC=C(C=C1)/C(/COC)=N/O